OC=1C(=NC=C(C1)C1=CC2=CC=CC=C2C=C1)C(=O)NCC1(CCC1)C(=O)O 1-((3-hydroxy-5-(naphthalen-2-yl)picolinamido)methyl)cyclobutane-1-carboxylic acid